2-Chloro-4-(1,1-difluoroethyl)-6-methoxypyrimidine ClC1=NC(=CC(=N1)C(C)(F)F)OC